ClC(C(F)(F)F)Cl 2,2-Dichloro-1,1,1-trifluoroethane